C(C)(C)(C)OC(=O)N1CCC2(C(NC(N2)=O)=O)CC1 2,4-dioxo-1,3,8-triazaspiro[4.5]decane-8-carboxylic acid tert-butyl ester